trimethylsilyl-pentamethylcyclopentadiene C[Si](C)(C)C1(C(=C(C(=C1C)C)C)C)C